COCOC1=C(N)C(=CC=C1)OCOC 2,6-bis(methoxymethoxy)aniline